methyl 3-(3-((2-(2-fluoro-5-((6-fluoro-4-(methylthio)-1H-indol-5-yl)oxy)phenyl)-1H-imidazol-5-yl)methyl)phenyl)propanoate FC1=C(C=C(C=C1)OC=1C(=C2C=CNC2=CC1F)SC)C=1NC(=CN1)CC=1C=C(C=CC1)CCC(=O)OC